FC1CC(C1)C(=O)N1CC2(CC2)[C@@H]([C@@H]1CC=1C(=C(C=CC1)C1=CC=CC=C1)OC)NS(=O)(=O)C N-((6S,7S)-5-(3-fluorocyclobutane-1-carbonyl)-6-((2-methoxy-[1,1'-biphenyl]-3-yl)methyl)-5-azaspiro[2.4]heptan-7-yl)methanesulfonamide